BrC1=CC=C(C(=N1)NC(=O)[C@H]1N([C@@H]2C[C@@]2(C1)CNC(CCCC=C)=O)C(=O)OC(C)(C)C)C (1R,3S,5R)-tert-Butyl 3-(6-bromo-3-methylpyridin-2-ylcarbamoyl)-5-(hex-5-enamidomethyl)-2-azabicyclo[3.1.0]hexane-2-carboxylate